2-methoxy-4-[6-(4-pyridyl)imidazo[1,2-b]pyridazin-3-yl]phenol COC1=C(C=CC(=C1)C1=CN=C2N1N=C(C=C2)C2=CC=NC=C2)O